C(C#C)N1CCCCC1 1-(Propan-2-yn-1-yl)piperidine